nickel-copper-nickel-silver [Ag].[Ni].[Cu].[Ni]